ClC=1C=C2C(=C3C4(NC(NC13)=O)CCCCC4)OC(=C2)CN2CCS(CC2)(=O)=O 4-{5'-chloro-7'-oxo-7',8'-dihydro-6'H-spiro[cyclohexane-1,9'-furo[2,3-f]quinazoline]-2'-ylmethyl}-thiomorpholine-1,1-dione